4-(5-(pyridin-4-yl)-4H-1,2,4-triazol-3-yl)piperidin N1=CC=C(C=C1)C=1NC(=NN1)C1CCNCC1